(S)-N-(2-chloro-6-fluorophenyl)-5-fluoro-4-(5,6,7,8-tetrahydro-[1,2,4]triazolo[4,3-a]pyrazin-3-yl)-2-((1,1,1-trifluoropropan-2-yl)oxy)benzamide ClC1=C(C(=CC=C1)F)NC(C1=C(C=C(C(=C1)F)C1=NN=C2N1CCNC2)O[C@H](C(F)(F)F)C)=O